Cl.ClC1=C(C=C(C=C1)CNC)[N+](=O)[O-] 1-(4-chloro-3-nitrophenyl)-N-methyl-methylamine hydrochloride